C(C1=CC=CC=C1)OC=1C=CC(=NC1S(N)(=O)=O)NCCC[C@H]1CC(N(C1)C(=O)OC(C)(C)C)(C)C tert-butyl (4S)-4-[3-[(5-benzyloxy-6-sulfamoyl-2-pyridyl)amino]propyl]-2,2-dimethyl-pyrrolidine-1-carboxylate